(E)-5-(4-(dimethylamino)benzylidene)-3-(2-((1,1-dioxidobenzo[d]isothiazol-3-yl)amino)ethyl)Thiazolidine-2,4-dione CN(C1=CC=C(\C=C\2/C(N(C(S2)=O)CCNC2=NS(C3=C2C=CC=C3)(=O)=O)=O)C=C1)C